ClC=1C=CC2=C(CCCCN2C(C2=C(C=C(C=C2)Br)C)=O)C1 7-Chloro-1,2,3,4-tetrahydro-1-(2-methyl-4-bromobenzoyl)-5H-1-benzazepin